(5,5-dimethyltetrahydrofuran-2-yl)methanol 3-[3-(Tert-butoxycarbonylamino)cyclobutoxy]propyl-methanesulfonate 2'-fluorothymidine-5'-triphosphate P(O)(=O)(OP(=O)(O)OP(=O)(O)O)OC[C@@H]1[C@H](C([C@@H](O1)N1C(=O)NC(=O)C(C)=C1)F)O.C(C)(C)(C)OC(=O)NC1CC(C1)OCCCCS(=O)(=O)OCC1OC(CC1)(C)C